3-((4-(3,5-dichloropyridin-4-yl)piperazin-1-yl)(1-(2,6-dimethylphenyl)-1H-tetrazol-5-yl)methyl)phenol ClC=1C=NC=C(C1N1CCN(CC1)C(C=1C=C(C=CC1)O)C1=NN=NN1C1=C(C=CC=C1C)C)Cl